C1CCC2=C(C=3CCCC3C=C12)NC(=O)N=[S@](=O)(N)C=1SC=C(N1)C(C)(C)O (R)-N'-((1,2,3,5,6,7-hexahydro-s-indacen-4-yl)-carbamoyl)-4-(2-hydroxy-propan-2-yl)thiazole-2-sulfonimidamide